N-[3-(1-methyl-1H-indazol-5-yl)phenyl]prop-2-enamide CN1N=CC2=CC(=CC=C12)C=1C=C(C=CC1)NC(C=C)=O